ammonium 2-((6-hydroxy-3'-methyl-4-pentyl-[1,1'-biphenyl]-2-yl)oxy)propan-2-yl hydrogen phosphate P(=O)(OC(C)(C)OC1=C(C(=CC(=C1)CCCCC)O)C1=CC(=CC=C1)C)(O)[O-].[NH4+]